C(C)(C)(C)OC(NC(C(=O)C1=NC(=CC=C1)F)C1=NC=CC=C1)=O [2-(6-Fluoropyridin-2-yl)-2-oxo-1-(pyridin-2-yl)ethyl]carbamic acid tert-butyl ester